C(C)(=O)O[C@H]1[C@@H](O[C@@H]([C@H]1OC(C)=O)COC(C)=O)N1C=NC=2C(=O)N(C=NC12)CCO[Si](C)(C)C(C)(C)C 2',3',5'-tri-O-acetyl-1-(2-{[tert-butyl-(dimethyl)silyl]oxy}ethyl)inosine